methyl 2-((tert-butoxycarbonyl) amino)-3-hydroxybutanoate C(C)(C)(C)OC(=O)NC(C(=O)OC)C(C)O